4-(6-methyl-1,2,4,5-tetrazin-3-yl)benzoic acid CC1=NN=C(N=N1)C1=CC=C(C(=O)O)C=C1